NC1=CC=C(C(=C1C(=O)N(C)CCCN(C)C)F)C=1C(=C2C(=NC1)NC[C@]21C[C@@](CC1)(C)C#N)Cl 6-Amino-3-((1R,3S)-4'-chloro-3-cyano-3-methyl-1',2'-dihydrospiro[cyclopentane-1,3'-pyrrolo[2,3-b]pyridin]-5'-yl)-N-(3-(dimethylamino)propyl)-2-fluoro-N-methylbenzamide